4-methyl-5-oxo-2,3,4,6,8-pentaazabicyclo[4.3.0]nona-2,7,9-triene-9-carboxamide CN1N=NC2=C(N=CN2C1=O)C(=O)N